C(C)(C)C1=CC=C(C=N1)COC1=C(C=C(C=C1)NC=1C=C2N=C(C=NC2=CC1)N1CCOCC1)OC 6-((4-((6-isopropylpyridin-3-yl)methoxy)-3-methoxyphenyl)amino)-3-morpholino-quinoxaline